ClC=1C=CC2=C(C1F)[C@]1(CN(CCC1)C(=O)C=1C=NN(C1)[C@H]([C@@H](C)O)C1=CC=CC=C1)OC(N2)=O (4R)-6-Chloro-5-fluoro-1'-[1-[(1S,2R)-2-hydroxy-1-phenyl-propyl]pyrazole-4-carbonyl]spiro[1H-3,1-benzoxazine-4,3'-piperidine]-2-one